O[C@H]1[C@@H](C2=CC=CC=C2C1)NC(=O)C=1C=C2[C@@H](CC(OC2=CC1)(C)C)N1C(N[C@](CC1=O)(C)C(C)C)=N (R)-N-((1R,2R)-2-hydroxy-2,3-dihydro-1H-inden-1-yl)-4-((S)-2-imino-4-isopropyl-4-methyl-6-oxotetrahydropyrimidin-1(2H)-yl)-2,2-dimethylchromane-6-carboxamide